2-thia-7-azaspiro[4.4]nonane-2,2-dioxide hydrochloride Cl.C1S(CCC12CNCC2)(=O)=O